(R)-3-amino-5-(3,4-difluorophenyl)-6-(3-methylimidazo[1,2-a]pyridin-6-yl)-N-((1-methylpyrrolidin-2-yl)methyl)pyrazine-2-carboxamide 9H-fluoren-9-ylmethyl-N-(thioxomethylene)carbamate C1=CC=CC=2C3=CC=CC=C3C(C12)COC(N=C=S)=O.NC=1C(=NC(=C(N1)C1=CC(=C(C=C1)F)F)C=1C=CC=2N(C1)C(=CN2)C)C(=O)NC[C@@H]2N(CCC2)C